C1=CC=CC2=C1/C(=N/C1=C(S2)C=CC=C1)/N1N=C(N=C1N)NC1=CC=C(C=C1)OCCN1CCCC1 1-((Z)-dibenzo[b,f][1,4]thiazepin-11-yl)-N3-(4-(2-(pyrrolidin-1-yl)ethoxy)phenyl)-1H-1,2,4-triazole-3,5-diamine